(4-methoxypyrimidin-2-yl)-1H-indole-3-carbonitrile COC1=NC(=NC=C1)N1C=C(C2=CC=CC=C12)C#N